C(C=C)(=O)N1CC2(C1)CN(CC2)C2=NC(=NC(=C2C#N)C=2C(=CC=C1C=NN(C21)C)C)N2CCC(CC2)N2CCN(C1(CC1)C2)C 4-(2-acryloyl-2,6-diazaspiro[3.4]octan-6-yl)-6-(1,6-dimethyl-1H-indazol-7-yl)-2-(4-(4-methyl-4,7-diazaspiro[2.5]octan-7-yl)piperidin-1-yl)pyrimidine-5-carbonitrile